(S)-3-(3-oxo-5-(4-(trifluoromethyl)phenyl)-6,7-dihydro-3H-pyrrolo[2,1-c][1,2,4]triazol-2(5H)-yl)bicyclo[1.1.1]pentane-1-carbonitrile O=C1N2C(=NN1C13CC(C1)(C3)C#N)CC[C@H]2C2=CC=C(C=C2)C(F)(F)F